C(#N)[C@H](CC1=C(C=C(C=C1)C1=CC=C(C=C1)P(=O)(C)C)F)NC(=O)[C@H]1OCCCN(C1)C(=O)OC(C)(C)C tert-butyl (S)-2-(((S)-1-cyano-2-(4'-(dimethylphosphoryl)-3-fluoro-[1,1'-biphenyl]-4-yl)ethyl)carbamoyl)-1,4-oxazepane-4-carboxylate